N1C(=CC=C1)C(=O)NC1=NC=CC(=C1)CN1CCN(CC1)C=1C=CC(=NC1C)C(=O)NC 5-(4-((2-(1H-pyrrole-2-carboxamido)pyridin-4-yl)methyl)piperazin-1-yl)-N,6-dimethylpicolinamide